C(#C)C=1C=CC(=C(NC=2C3=C(N=CN2)C=CC(=N3)N3CC(C3)NC(C=C)=O)C1)F N-[1-[4-(5-ethynyl-2-fluoro-anilino)pyrido[3,2-d]pyrimidin-6-yl]azetidin-3-yl]prop-2-enamide